FC(C1=CC=C(C=C1)N1N=NC(=C1COC1=C(C=C(N=N1)N1CC(NCC1)=O)C)C)F 4-(6-((1-(4-(difluoromethyl)phenyl)-4-methyl-1H-1,2,3-triazol-5-yl)methoxy)-5-methylpyridazin-3-yl)piperazin-2-one